6-(4-(3,4-Difluorophenyl)-1H-imidazol-5-yl)-1H-indazole FC=1C=C(C=CC1F)C=1N=CNC1C1=CC=C2C=NNC2=C1